3-(6-bromopyridin-2-yl)-3-[4-(7H-pyrrolo[2,3-d]pyrimidin-4-yl)-1H-pyrazol-1-yl]propanenitrile trifluoroacetate FC(C(=O)O)(F)F.BrC1=CC=CC(=N1)C(CC#N)N1N=CC(=C1)C=1C2=C(N=CN1)NC=C2